C(C)(C)(C)OC(=O)N1C[C@@H](N(CC1)CC(F)(F)F)C (S)-3-methyl-4-(2,2,2-trifluoroethyl)piperazine-1-carboxylic acid tert-butyl ester